C(C1=CC=CC=C1)N1[C@@H](COCC1)COC=1N=C(C2=C(N1)CN(CC2)C2=CC=CC1=CC=C(C(=C21)Cl)F)N2C[C@@H](N(CC2)C(C(=C)F)=O)CC#N 2-((S)-4-(2-(((S)-4-benzylmorpholin-3-yl)methoxy)-7-(8-chloro-7-fluoronaphthalen-1-yl)-5,6,7,8-tetrahydropyrido[3,4-d]pyrimidin-4-yl)-1-(2-fluoroacryloyl)piperazin-2-yl)acetonitrile